6-Chloro-3-(3,4-dimethoxybenzoyl)-N-(3-(dimethylamino)propyl)-4-oxo-4H-chromene-2-carboxamide ClC=1C=C2C(C(=C(OC2=CC1)C(=O)NCCCN(C)C)C(C1=CC(=C(C=C1)OC)OC)=O)=O